trimethylpentafluorophenyl-germane C[Ge](C1=C(C(=C(C(=C1F)F)F)F)F)(C)C